N-2-sulfoethyl-methacrylamide tert-butyl-(2S)-2-(((tert-butyldimethylsilyl)oxy)methyl)-4-(tosyloxy)-4-(trifluoromethyl)pyrrolidine-1-carboxylate C(C)(C)(C)OC(=O)N1[C@@H](CC(C1)(C(F)(F)F)OS(=O)(=O)C1=CC=C(C)C=C1)CO[Si](C)(C)C(C)(C)C.S(=O)(=O)(O)CCNC(C(=C)C)=O